C(CCCCCCCCCCC)(=O)O.C12(C(CCC(C1(C)C)C2)C)C21C(CCC(C2(C)C)C1)(C)C12C(CCC(C1(C)C)C2)C terpinyl laurate